2-[6-(2,2-difluoroethoxy)pyridin-3-yl]-4-[4-fluoro-2-(2,2,2-trifluoroethoxy)phenyl]-2,3-dihydro-1H-pyrrolo[3,4-c]pyridin-1-one FC(COC1=CC=C(C=N1)N1CC=2C(=NC=CC2C1=O)C1=C(C=C(C=C1)F)OCC(F)(F)F)F